6-[[2-(3,4-dihydro-1H-isoquinolin-2-yl)-2-oxo-ethyl]amino]-1-oxo-isoindolin C1N(CCC2=CC=CC=C12)C(CNC1=CC=C2CNC(C2=C1)=O)=O